C1(CC1)CN1N=CN=N1 (cyclopropylmethyl)-2H-tetrazol